ClC1=CC=C(COC2=CC=CC(=N2)C2=CC(=C(CC3=NC4=C(N3CC3OCCC3)C=C(C=C4)C(=O)O)C=C2)F)C=C1 2-(4-(6-(4-Chlorobenzyloxy)pyridin-2-yl)-2-fluorobenzyl)-1-((tetrahydrofuran-2-yl)methyl)-1H-benzo[d]imidazole-6-carboxylic acid